C(C1=CC=CC=C1)OC1=C(C(=C2C[C@@H](N(C2=C1)C(=O)OC(C)(C)C)CNCC(C)C)F)N(C(C(F)(F)F)=O)CC(=O)OC(C)(C)C tert-butyl (2R)-6-(benzyloxy)-5-[(2-tert-butoxy-2-oxoethyl)(trifluoroacetyl)amino]-4-fluoro-2-{[(2-methylpropyl)amino]methyl}-2,3-dihydro-1H-indole-1-carboxylate